(S)-5-chloro-2-fluoro-4-((1-(2-fluoro-5-methoxyphenyl)ethyl)amino)-N-(thiazol-4-yl)benzenesulfonamide ClC=1C(=CC(=C(C1)S(=O)(=O)NC=1N=CSC1)F)N[C@@H](C)C1=C(C=CC(=C1)OC)F